(1,2,5)-thiadiazole S1N=CC=N1